CC=1C=C(OCC(=O)OCC)C=CC1N1C(SCC1=O)C1=CSC=C1 ethyl {3-methyl-4-[4-oxo-2-(thiophen-3-yl)-1,3-thiazolidin-3-yl]phenoxy}acetate